4-bromo-2-methyl-7-[{6-(trifluoromethyl)pyridin-3-yl}oxy]benzo[d]thiazole BrC1=CC=C(C2=C1N=C(S2)C)OC=2C=NC(=CC2)C(F)(F)F